4-[[4-[[(1S)-2-hydroxy-1-phenyl-ethyl]amino]-5-(1-methyltetrazol-5-yl)pyrimidin-2-yl]amino]-N,2-dimethyl-benzamide OC[C@H](C1=CC=CC=C1)NC1=NC(=NC=C1C1=NN=NN1C)NC1=CC(=C(C(=O)NC)C=C1)C